6-(5-(3-chlorophenyl)-1,2,4-thiadiazol-3-yl)-2-((3-methyl-isoxazol-5-yl)methyl)pyridazin-3(2H)-one ClC=1C=C(C=CC1)C1=NC(=NS1)C=1C=CC(N(N1)CC1=CC(=NO1)C)=O